N-(2-aminophenyl)-4-(3-(((1-benzylpiperidin-4-yl)methyl)amino)-3-oxopropyl)benzamide NC1=C(C=CC=C1)NC(C1=CC=C(C=C1)CCC(=O)NCC1CCN(CC1)CC1=CC=CC=C1)=O